C(C)N1OC([C@H]2[C@H]1[C@H](C[C@H](C2)C)C)(C)C |r| rac-(3aR,5R,7S,7aR)-1-ethyl-3,3,5,7-tetramethyloctahydrobenzo[c]isoxazole